4-(4-amino-3-methyl-phenyl)-3-oxo-piperazine-1-carboxylic acid tert-butyl ester C(C)(C)(C)OC(=O)N1CC(N(CC1)C1=CC(=C(C=C1)N)C)=O